FC1(CC(CC1)C1=C(C(=C2C=NC(=NN21)N[C@H]2[C@@H](CN(CC2)S(=O)(=O)C)F)F)C#N)F 7-(3,3-difluorocyclopentyl)-5-fluoro-2-(((3R,4R)-3-fluoro-1-(methylsulfonyl)piperidin-4-yl)amino)pyrrolo[2,1-f][1,2,4]triazine-6-carbonitrile